(2R)-oxolan-2-ylmethyl methanesulfonate CS(=O)(=O)OC[C@@H]1OCCC1